[5-(methoxymethoxy)-2-methyl-phenyl]boronic acid COCOC=1C=CC(=C(C1)B(O)O)C